BrC1=C(C=C(C=C1)[C@@H]1[C@H](C1)C(=O)NC)F (1S,2S)-2-(4-bromo-3-fluorophenyl)-N-methylcyclopropane-1-carboxamide